(E)-3-((4-chloro-1-methyl-1H-pyrazol-5-yl)methyl)-2-(3-(1-(4-methoxybenzyl)-1H-1,2,3-triazol-4-yl)allyl)isoindolin-1-one ClC=1C=NN(C1CC1N(C(C2=CC=CC=C12)=O)C\C=C\C=1N=NN(C1)CC1=CC=C(C=C1)OC)C